Racemic-5-(1,1-difluoropropyl)-N-[(3S)-7,9-difluoro-2-oxo-1,3,4,5-tetrahydro-1-benzazepin-3-yl]-6,7-dihydro-5H-pyrrolo[1,2-b][1,2,4]triazole-2-carboxamide FC(CC)(F)[C@H]1CCC=2N1N=C(N2)C(=O)N[C@@H]2C(NC1=C(CC2)C=C(C=C1F)F)=O |&1:5|